N-(1,1'-biphenyl-2-yl)-N-(3,3'',5',5''-tetra-t-butyl-1,1':3',1''-terphenyl-5-yl)-9,9-dimethyl-9H-fluorene-2-amine C1(=C(C=CC=C1)N(C1=CC=2C(C3=CC=CC=C3C2C=C1)(C)C)C=1C=C(C=C(C1)C1=CC(=CC(=C1)C(C)(C)C)C1=CC(=CC(=C1)C(C)(C)C)C(C)(C)C)C(C)(C)C)C1=CC=CC=C1